(S)-7-amino-N-(4-amino-1-(3-aminophenyl)-4-oxobutyl)-5-(4-(trifluoromethyl)phenyl)-3,4-dihydroisoquinoline-2(1H)-carboxamide NC1=CC(=C2CCN(CC2=C1)C(=O)N[C@@H](CCC(=O)N)C1=CC(=CC=C1)N)C1=CC=C(C=C1)C(F)(F)F